2-Chloro-N,N-dimethyl-ethan-1-amine ClCCN(C)C